(R)-4-(2-(2,5-dimethyl-1,2,3,4-tetrahydroisoquinolin-7-yl)-5-tosyl-5H-pyrrolo[2,3-b]pyrazin-7-yl)-N-(2-hydroxypropyl)-N-methylbenzamide CN1CC2=CC(=CC(=C2CC1)C)C=1N=C2C(=NC1)N(C=C2C2=CC=C(C(=O)N(C)C[C@@H](C)O)C=C2)S(=O)(=O)C2=CC=C(C)C=C2